N1C(CCC2=CC=CC=C12)=O 3,4-DIHYDROCHINOLINON